N-(5-(((1R,4R)-2-oxa-5-azabicyclo[2.2.1]heptan-5-yl)methyl)-4'-((2-(1,1-difluoroethyl)pyrimidin-4-yl)amino)-[2,3'-bipyridin]-6'-yl)acetamide [C@H]12OC[C@H](N(C1)CC=1C=CC(=NC1)C=1C=NC(=CC1NC1=NC(=NC=C1)C(C)(F)F)NC(C)=O)C2